(S)-2-Amino-4-((1-hydroxyhexan-2-yl)amino)-6-(4-(pyrrolidin-1-ylmethyl)benzyl)pyrimidine NC1=NC(=CC(=N1)N[C@H](CO)CCCC)CC1=CC=C(C=C1)CN1CCCC1